CN1N=C(C=C1C)NC1=NC=C(C(=N1)C1=CNC2=C(C=CC=C12)N1C(C2=CC=CC(=C2C1)C1=CC=C2C=CN=CC2=C1)=O)C 2-(3-(2-((1,5-dimethyl-1H-pyrazol-3-yl)amino)-5-methylpyrimidin-4-yl)-1H-indol-7-yl)-4-(isoquinolin-7-yl)isoindolin-1-one